2,2'-((2,5-bis(prop-2-yn-1-yloxy)-1,4-phenylene)bis(methylene))bis(1,4-bis(prop-2-yn-1-yloxy)benzene) C(C#C)OC1=C(C=C(C(=C1)CC1=C(C=CC(=C1)OCC#C)OCC#C)OCC#C)CC1=C(C=CC(=C1)OCC#C)OCC#C